C(C)[SiH2]CC ethylmonoEthylsilane